C(C)OC(=O)C=1C(=CC(N(C1)CC1(CCN(CC12CCCC2)C(=O)OC(C)(C)C)O)=O)C2=CC=CC=C2 tert-Butyl 10-((5-(ethoxycarbonyl)-2-oxo-4-phenylpyridin-1(2H)-yl)methyl)-10-hydroxy-7-azaspiro[4.5]decane-7-carboxylate